C1(=CC=CC=2C3=CC=CC=C3C3=CC=CC=C3C12)C1=C(C=CC=C1)C1=C(C=CC=2SC3=C(C21)C=CC=C3)C3=CC=CC=C3 (triphenyleneyl)(phenyldibenzothiophenyl)benzene